5,6-dichloro-N-(4-fluoro-1H-indol-6-yl)-1H-benzo[d]imidazol-2-amine ClC1=CC2=C(NC(=N2)NC2=CC(=C3C=CNC3=C2)F)C=C1Cl